(2R,4R,5R)-4-((tert-butyldimethylsilyl)oxy)-2-(2-(chloromethyl)allyl)-5-methylpyrrolidine-1,2-dicarboxylic acid 1-(tert-butyl) 2-methyl ester COC(=O)[C@@]1(N([C@@H]([C@@H](C1)O[Si](C)(C)C(C)(C)C)C)C(=O)OC(C)(C)C)CC(=C)CCl